[Br-].C(CCCCCCCCCCCCCCCCC)N1CN(C=C1)CCCCCCCCCCCCCCCCCC 1,3-dioctadecyl-imidazole bromide